C(CCCCCCCCCC)C=1N=C(NC1)C1=CC=CC=C1 undecyl-2-phenylimidazole